N(C1=CC=CC=C1)C1=CC=C(C=C1)C=C(C(=O)N)C (4-(anilino)phenyl)methacrylamide